diisopropyl-bis(ethoxyacetoacetyl)titanium C(C)(C)[Ti](C(CC(=O)COCC)=O)(C(CC(=O)COCC)=O)C(C)C